CC=1N=C(SC1C1=NC(=NC=C1)NC1=CC=C(C=C1)N1CCOCC1)N 4-methyl-5-[2-(4-morpholin-4-ylanilino)pyrimidin-4-yl]-1,3-thiazol-2-amine